4-bromo-5-fluoroindole-2,3-dione BrC1=C2C(C(NC2=CC=C1F)=O)=O